(4-hydroxypiperidin-1-yl)(4-(4,4,5,5-tetramethyl-1,3,2-dioxaborolan-2-yl)phenyl)methanone OC1CCN(CC1)C(=O)C1=CC=C(C=C1)B1OC(C(O1)(C)C)(C)C